(R)- or (S)-N-((4-benzyl-4,5,6,7-tetrahydropyrazolo[1,5-a]pyrimidin-6-yl)methyl)acrylamide C(C1=CC=CC=C1)N1C=2N(C[C@@H](C1)CNC(C=C)=O)N=CC2 |o1:11|